rel-(S)-9-ethyl-4-fluoro-1-morpholino-8,9-dihydro-2,7,9a-triazabenzo[cd]azulen-6(7H)-one C(C)[C@H]1CNC(C=2C3=C(N=C(N13)N1CCOCC1)C=C(C2)F)=O |o1:2|